O=C1NC(CCC1N1C(C2=CC=CC(=C2C1C)OCC(=O)OC(C)(C)C)=O)=O tert-butyl 2-((2-(2,6-dioxopiperidin-3-yl)-3-methyl-1-oxoisoindolin-4-yl)oxy)acetate